O[C@H]1[C@H](O[C@@]2([C@@H](CCO2)NC(=O)C2=C(C=CC3=CC=CC=C23)OC)[C@@H]([C@H]1N1N=NC(=C1)C1=CC(=C(C(=C1)F)F)F)O)CO N-((4R,5S,7R,8R,9S,10R)-8,10-dihydroxy-7-(hydroxymethyl)-9-(4-(3,4,5-trifluorophenyl)-1H-1,2,3-triazol-1-yl)-1,6-dioxaspiro[4.5]decan-4-yl)-2-methoxy-1-naphthamide